(R)-4-(1-propenylpiperidin-3-yl)-3,5,6-trifluoro-2-methyl-1H-indole-7-carboxamide C(=CC)N1C[C@H](CCC1)C1=C2C(=C(NC2=C(C(=C1F)F)C(=O)N)C)F